FC(OC1=C(C=C(C=C1)S(=O)(=O)CCCN(C)C)N1N=C(C=2C=NC(=CC21)C=2C=NN1C2N=CC=C1)C)F 3-((4-(difluoromethoxy)-3-(3-methyl-6-(pyrazolo[1,5-a]pyrimidin-3-yl)-1H-pyrazolo[4,3-c]pyridin-1-yl)phenyl)sulfonyl)-N,N-dimethylpropan-1-amine